3-((3-((E)-4-(((cis)-2,6-dimethylpiperidin-1-yl)methyl)styryl)-1-(tetrahydro-2H-pyranyl)-1H-indazol-6-yl)methylene)-4-phenylpyrrolidin-2-one C[C@@H]1N([C@@H](CCC1)C)CC1=CC=C(/C=C/C2=NN(C3=CC(=CC=C23)C=C2C(NCC2C2=CC=CC=C2)=O)C2OCCCC2)C=C1